C(=O)([O-])C=C(OC)C(=O)C(=C)C.[Na+] sodium penicillate